[(4S)-1-[1-[5-[[(4S)-2,2-dimethylchroman-4-yl]carbamoyl]pyridin-1-ium-3-yl]-3-methoxy-propyl]-4-isopropyl-4-methyl-6-oxo-hexahydropyrimidin-2-ylidene]ammonium CC1(OC2=CC=CC=C2[C@H](C1)NC(=O)C=1C=C(C=[NH+]C1)C(CCOC)N1C(N[C@](CC1=O)(C)C(C)C)=[NH2+])C